rac-Benzyl (2S,3R,4S)-3-amino-2-[(3-chloro-2-fluorophenyl)methyl]-4-fluoropyrrolidine-1-carboxylate N[C@@H]1[C@@H](N(C[C@@H]1F)C(=O)OCC1=CC=CC=C1)CC1=C(C(=CC=C1)Cl)F |r|